4-[4-[[4-[(1S)-3-[tert-butyl(dimethyl)silyl]oxy-1-methyl-propoxy]-5-chloro-2-pyridyl]amino]pyrimidin-2-yl]-2-methyl-1-(2-trimethylsilylethoxymethyl)pyrazol-3-one [Si](C)(C)(C(C)(C)C)OCC[C@@H](OC1=CC(=NC=C1Cl)NC1=NC(=NC=C1)C=1C(N(N(C1)COCC[Si](C)(C)C)C)=O)C